S-ethyl (S)-2-(2-((((9H-fluoren-9-yl)methoxy)carbonyl)amino)-3-(4-(tert-butoxy)phenyl)propanoyl)pyrazolidine-1-carbothioate C1=CC=CC=2C3=CC=CC=C3C(C12)COC(=O)N[C@H](C(=O)N1N(CCC1)C(SCC)=O)CC1=CC=C(C=C1)OC(C)(C)C